C1(=CC=CC=C1)CCCN[C@@H]([C@@H](C1=CC=CC=C1)NS(=O)(=O)C1=CC=C(C)C=C1)C1=CC=CC=C1 (R,R)-N-[2-(3-phenylpropyl)amino-1,2-diphenylethyl]-p-toluenesulfonamide